tert-butyl [(2S)-4-{2-[(4-fluoro-1H-indazol-6-yl)oxy]acetamido}-2-hydroxybicyclo[2.2.2]octan-1-yl]carbamate FC1=C2C=NNC2=CC(=C1)OCC(=O)NC12C[C@@H](C(CC1)(CC2)NC(OC(C)(C)C)=O)O